CN(CC(=O)O)CCCCNC(=O)OCC1=CC=C(C=C1)NC([C@H](C)NC([C@H](C(C)C)NC(CCN1C(C=CC1=O)=O)=O)=O)=O 2-[methyl-[4-[[4-[[(2S)-2-[[(2S)-2-[3-(2,5-dioxopyrrol-1-yl)propanoylamino]-3-methyl-butanoyl]amino]propanoyl]amino]phenyl]methoxycarbonylamino]butyl]amino]acetic acid